C(N)(OC1=C(C=CC=C1)CN=C(C1=CC=CC=C1)C1=CC=CC=C1)=O (2-(((diphenylmethylene) amino) methyl) phenyl) carbamate